tert-butyl-[1-[4-chloro-1-[4-(1,1-difluoroethyl)phenyl]sulfonyl-indazol-3-yl]-4,4-difluoro-pyrrolidin-3-yl]oxy-dimethyl-silane C(C)(C)(C)[Si](C)(C)OC1CN(CC1(F)F)C1=NN(C2=CC=CC(=C12)Cl)S(=O)(=O)C1=CC=C(C=C1)C(C)(F)F